N-methyl-N-decylanilinium tetrakis(perfluorophenyl)borate ethyl-(3-(benzyloxy)-5-(1-(4-fluorophenyl)-1H-pyrazol-4-yl)-4-methylpicolinoyl)glycinate C(C)N(CC(=O)[O-])C(C1=NC=C(C(=C1OCC1=CC=CC=C1)C)C=1C=NN(C1)C1=CC=C(C=C1)F)=O.FC1=C(C(=C(C(=C1F)F)F)F)[B-](C1=C(C(=C(C(=C1F)F)F)F)F)(C1=C(C(=C(C(=C1F)F)F)F)F)C1=C(C(=C(C(=C1F)F)F)F)F.C[NH+](C1=CC=CC=C1)CCCCCCCCCC.C[NH+](C1=CC=CC=C1)CCCCCCCCCC